tetrabromotetraphenyl-methane BrC=1C(=C(C(=C(C1)C(C1=CC=CC=C1)(C1=CC=CC=C1)C1=CC=CC=C1)Br)Br)Br